CC1=C(C=2N(N=C1N1CC=3C=C(C=NC3CC1)C=1C=NC=CC1C)C=NN2)C 6-(7,8-dimethyl-[1,2,4]triazolo[4,3-b]pyridazin-6-yl)-3-(4-methyl-3-pyridyl)-7,8-dihydro-5H-1,6-naphthyridine